ClC=1C(=NC=C(C1)C(F)(F)F)NC(\C(=C(\C=1C=NOC1C)/O)\C#N)=O (Z)-N-(3-chloro-5-(trifluoromethyl)pyridin-2-yl)-2-cyano-3-hydroxy-3-(5-methylisoxazol-4-yl)acrylamide